C(C)(C)(C)OC(=O)N(C(OC(C)(C)C)=O)C=1C(=C2C=CC=3CCCC3N2N1)C#N tert-butyl N-[(tert-butoxy)carbonyl]-N-{10-cyano-1,12-diazatricyclo[7.3.0.02,6]dodeca-2(6),7,9,11-tetraen-11-yl}carbamate